tert-butyl 6-[5-[2-[1-(6,7-dihydro-5H-pyrrolo[1,2-c]imidazol-1-yl)-2-ethoxy-2-oxo-ethyl]-7-fluoro-indazol-6-yl]-2-pyridyl]-2,6-diazaspiro[3.3]-heptane-2-carboxylate C1(=C2N(C=N1)CCC2)C(C(=O)OCC)N2N=C1C(=C(C=CC1=C2)C=2C=CC(=NC2)N2CC1(CN(C1)C(=O)OC(C)(C)C)C2)F